2-chloro-3,4,5,6-tetramethylaniline ClC1=C(N)C(=C(C(=C1C)C)C)C